BrC1=C(C(=O)OC)C=CC(=C1)N1CCN(CC1)CC1=C(CCCC1)C1=CC=C(C=C1)Cl methyl 2-bromo-4-(4-[[2-(4-chlorophenyl) cyclohex-1-en-1-yl]methyl]piperazin-1-yl)benzoate